CC=1N=NC=C(C1[C@@H](C)OC=1C=C2C(=NNC2=CC1)C=1C=NC(=C(C#N)C1)O[C@H]1COCC1)C 5-(5-((R)-1-(3,5-dimethyl-pyridazin-4-yl)ethoxy)-1H-indazol-3-yl)-2-(((R)-tetrahydro-furan-3-yl)oxy)nicotinonitrile